N-((2R)-1-(4-(3-chlorophenyl)-2-methyl-1-oxo-2,8-diazaspiro[4.5]decan-8-yl)-3-methyl-1-oxobutan-2-yl)-2-fluoro-5-(trifluoromethyl)benzamide ClC=1C=C(C=CC1)C1CN(C(C12CCN(CC2)C([C@@H](C(C)C)NC(C2=C(C=CC(=C2)C(F)(F)F)F)=O)=O)=O)C